1,8-Diisocyanato-2,4-dimethyloctan N(=C=O)CC(CC(CCCCN=C=O)C)C